N1=C(N=CC=C1)C1=CC=C(C#N)C=C1 4-pyrimidinyl-benzonitrile